CC(C(C)O)CCCC(CCCCCCC)C 3,7-dimethyltetradecan-2-ol